C(C)(C)(C)C1=NN(C(=C1)NC(=O)NC1=C(C=C(C=C1)OC1=CC=NC=2NC(C=NC21)=O)F)C2=NC=CC=N2 1-(3-(tert-butyl)-1-(pyrimidin-2-yl)-1H-pyrazol-5-yl)-3-(2-fluoro-4-((3-keto-3,4-dihydropyrido[2,3-b]pyrazin-8-yl)oxy)phenyl)urea